neopentyl acrylate C(C=C)(=O)OCC(C)(C)C